(4R)-4-[(1R)-1-[6-(1-tert-butylpyrazol-4-yl)-2-methyl-pyrazolo[4,3-c]pyridin-4-yl]oxyethyl]-1-[(1S)-1-(4-methoxyphenyl)ethyl]pyrrolidin-2-one C(C)(C)(C)N1N=CC(=C1)C1=CC=2C(C(=N1)O[C@H](C)[C@@H]1CC(N(C1)[C@@H](C)C1=CC=C(C=C1)OC)=O)=CN(N2)C